COC(=O)C1=NC=NC(=C1)N1N=CN=C1[C@H](C)N(C)C1=NC=NC2=C(C=C(C=C12)Cl)C(F)(F)F 6-[5-[(1S)-1-[[6-chloro-8-(trifluoromethyl)quinazolin-4-yl]-methyl-amino]ethyl]-1,2,4-triazol-1-yl]pyrimidine-4-carboxylic acid methyl ester